3-(aminomethyl)-[1,1-biphenyl] NCC=1C=C(C=CC1)C1=CC=CC=C1